ClC1=CC=C(S1)S(=O)(=O)N1[C@@H](CCC1)/C=C/S(=O)(=O)NC(NC1=C2CCCC2=CC=2CCCC12)=O (S,E)-2-(1-((5-Chlorothiophen-2-yl)sulfonyl)pyrrolidin-2-yl)-N-((1,2,3,5,6,7-hexahydro-s-indacen-4-yl)carbamoyl)ethensulfonamid